[Br-].OC(C(=O)OC1C[C@@H]2[C@H]3O[C@H]3[C@H](C1)[N+]2(C)C)(C=2SC=CC2)C=2SC=CC2 [(1S,2S,4R,5R)-9,9-dimethyl-3-oxa-9-azoniatricyclo[3.3.1.02,4]nonan-7-yl] 2-hydroxy-2,2-dithiophen-2-ylacetate bromide